2-bromo-5-(3-methoxypropoxy)benzaldehyde BrC1=C(C=O)C=C(C=C1)OCCCOC